ClC=1C(=C2C=NNC2=C(C1F)N(C)C)C=1N=CC=2N(C1)C=C(N2)NC(=O)[C@H]2[C@H](C2)F (1S,2S)-N-(6-(5-chloro-7-(dimethylamino)-6-fluoro-1H-indazol-4-yl)imidazo[1,2-a]pyrazin-2-yl)-2-fluorocyclopropane-1-carboxamide